2-(6-bromo-5-cyclobutyl-2-(2,3-dihydrobenzofuran-5-yl)-7-oxo-[1,2,4]triazolo[1,5-a]pyrimidin-4(7H)-yl)-N-(2-chloro-4-(trifluoromethyl)phenyl)acetamide BrC1=C(N(C=2N(C1=O)N=C(N2)C=2C=CC1=C(CCO1)C2)CC(=O)NC2=C(C=C(C=C2)C(F)(F)F)Cl)C2CCC2